4-(2,5-difluorophenyl)-2-(rac-(trans)-3-(trifluoromethyl)tetrahydrofuran-2-yl)pyridin-3-amine FC1=C(C=C(C=C1)F)C1=C(C(=NC=C1)[C@@H]1OCC[C@H]1C(F)(F)F)N